N-(3-amino-3-iminopropyl)-1-methyl-4-nitro-1H-pyrrole-2-carboxamide NC(CCNC(=O)C=1N(C=C(C1)[N+](=O)[O-])C)=N